O1C(C=NC=C1)=O [1,4]Oxazin-2-one